N-((5-chloro-6-(isoxazol-3-ylmethyl)-1-(phenylsulfonyl)-1H-indol-2-yl)methyl)-1-methylcyclopropanecarboxamide ClC=1C=C2C=C(N(C2=CC1CC1=NOC=C1)S(=O)(=O)C1=CC=CC=C1)CNC(=O)C1(CC1)C